bis-[3-(triethoxysilylpropyl)-propyl] disulfide C(C)O[Si](OCC)(OCC)CCCCCCSSCCCCCC[Si](OCC)(OCC)OCC